C1(CC1)C1=NC(=NO1)C1=CC=C(C(=O)N2CCN(CC2)C2=NC3=CC=CC=C3C(N2)=O)C=C1 2-[4-[4-(5-Cyclopropyl-1,2,4-oxadiazol-3-yl)benzoyl]piperazin-1-yl]-3H-quinazolin-4-one